Di-isostearyl Malate C(C(O)CC(=O)OCCCCCCCCCCCCCCCC(C)C)(=O)OCCCCCCCCCCCCCCCC(C)C